2-methyl-N-[(1r,3s)-3-{[2-(trifluoromethyl)quinolin-4-yl]amino}cyclohexyl]-2H-indazole-3-carboxamide CN1N=C2C=CC=CC2=C1C(=O)N[C@H]1C[C@H](CCC1)NC1=CC(=NC2=CC=CC=C12)C(F)(F)F